5-(4-((6-formyl-1,4-dioxan-2-yl)methoxy)phenyl)-2-oxo-6-(trifluoromethyl)-1,2-dihydropyridine-3-carboxamide C(=O)C1COCC(O1)COC1=CC=C(C=C1)C=1C=C(C(NC1C(F)(F)F)=O)C(=O)N